1-(1-methylpiperidin-4-yl)ethan-1-one CN1CCC(CC1)C(C)=O